C1(=CC=CC=C1)S(=O)(=O)[O-].CC1=CC=[N+](C=C1)C 4-methyl-1-methylpyridinium benzenesulfonate